C(CCCCl)Cl tetra-methylene chloride